ClC=1C=C(C=CC1Cl)C=1N=C(SC1SC(C)C)N1N=C(C(=C1C(=O)O)C=1C(=NC=CC1)OCC)C 1-(4-(3,4-dichlorophenyl)-5-(isopropylsulfanyl)thiazol-2-yl)-4-(2-ethoxypyridin-3-yl)-3-methyl-1H-pyrazole-5-carboxylic acid